FC=1N=CC=C2C1NC=C2 7-Fluoro-1H-pyrrolo[2,3-c]pyridine